FC1(CCN(CC1)CCCCCCCCNC=1C=C(C=CC1)C1C(NC(CC1)=O)=O)F 3-(3-((8-(4,4-difluoropiperidin-1-yl)octyl)amino)phenyl)piperidine-2,6-dione